tetracarboxyphenylpropanol C(=O)(O)CC(C(O)(C1=CC=CC=C1)C(=O)O)(C(=O)O)C(=O)O